C(C)(=O)C1=C(C=CC(=C1F)F)CC(=O)OC methyl 2-(2-acetyl-3,4-difluorophenyl)acetate